6-chloro-3-methylpyrido[2,3-b]pyrazin-2(1H)-one ClC=1C=CC2=C(N=C(C(N2)=O)C)N1